C(#N)C1=CN=C(C=2CCN(CC12)C1=CC=CC2=CC=CC=C12)N1CCN(CC1)C(=O)OC(C)(C)C tert-butyl 4-(4-cyano-6-(naphthalen-1-yl)-5,6,7,8-tetrahydro-2,6-naphthyridin-1-yl)piperazine-1-carboxylate